CN1C(N(C2=C1N=NC=1C=CC(=CC21)C=2C=NC(=CC2)COCCN2CCC(CC2)OC(F)(F)F)C2CCOCC2)=O 3-methyl-1-(tetrahydro-2H-pyran-4-yl)-8-(6-((2-(4-(trifluoromethoxy)piperidin-1-yl)ethoxy)methyl)pyridin-3-yl)-1H-imidazo[4,5-c]cinnolin-2(3H)-one